2-Amino-N-[1-(8-chloro-5-cyclohexylimidazo[1,5-a]pyridin-6-yl)ethyl]pyrazolo[1,5-a]pyrimidine-3-carboxamide NC1=NN2C(N=CC=C2)=C1C(=O)NC(C)C=1C=C(C=2N(C1C1CCCCC1)C=NC2)Cl